(2R,3S,4S)-4-hydroxy-2-[(4-methoxyphenyl)methyl]pyrrolidin-3-yl N-[(6-oxo-1H-pyridin-3-yl)methyl]carbamate O=C1C=CC(=CN1)CNC(O[C@H]1[C@H](NC[C@@H]1O)CC1=CC=C(C=C1)OC)=O